CC1(OB(OC1(C)C)C1(CC1)C=1C=CC=NC1)C 5-(1-(4,4,5,5-tetramethyl-1,3,2-dioxaborolan-2-yl)cyclopropyl)pyridine